C(C)N1CCN(CC1)C1=C(C=C(C=C1)C(=O)N1CCC(CC1)C1=CC=C(C=C1)OC=1N=NC(=CC1)C(F)(F)F)NS(=O)(=O)CCC1=CC=CC=C1 N-(2-(4-ethylpiperazin-1-yl)-5-(4-(4-((6-(trifluoromethyl)pyridazin-3-yl)oxy)phenyl)piperidine-1-carbonyl)phenyl)-2-phenylethane-1-sulfonamide